3-(3-(3,4-dihydroxyphenyl)propylthio)propane-1,2-diyl-bis(norbornen-2-carboxylate) OC=1C=C(C=CC1O)CCCSCC(CC12C(=CC(CC1)C2)C(=O)[O-])C21C(=CC(CC2)C1)C(=O)[O-]